(E)-N,N-dimethyl-4-[2-(pyrrolo[1,2-a]quinoxalin-4-yl)vinyl]aniline CN(C1=CC=C(C=C1)\C=C\C=1C=2N(C3=CC=CC=C3N1)C=CC2)C